C(=O)(OC(C)(C)C)N1N=C(C(=C1C)B(O)O)C 1-BOC-3,5-DIMETHYLPYRAZOLE-4-BORONIC ACID